3-(1-acetyl-5-hydroxy-1H-indole-3-carboxamido)-5-(furan-2-yl)benzoic acid C(C)(=O)N1C=C(C2=CC(=CC=C12)O)C(=O)NC=1C=C(C(=O)O)C=C(C1)C=1OC=CC1